3-((tert-butyldimethylsilyl)oxy)butanoate [Si](C)(C)(C(C)(C)C)OC(CC(=O)[O-])C